N-{2-[7-({6-methylimidazo[1,2-a]pyridin-2-yl}methyl)-8-oxo-7,8-dihydro-2,7-naphthyridin-4-yl]phenyl}acetamide CC=1C=CC=2N(C1)C=C(N2)CN2C=CC=1C(=CN=CC1C2=O)C2=C(C=CC=C2)NC(C)=O